magnesium(2+) dichloride [Cl-].[Cl-].[Mg+2]